ClC1=C(C(=O)NC2(CC2)C#N)C=C(C=C1)C=1C=NN(C1)C=1N(N=C(C1OC(F)F)C(C(F)(F)F)(C(F)(F)F)F)C 2-Chloro-N-(1-cyanocyclopropyl)-5-[1-[4-(difluoromethoxy)-2-methyl-5-[1,2,2,2-tetrafluoro-1-(trifluoromethyl)ethyl]pyrazol-3-yl]pyrazol-4-yl]benzamide